Cl\C(=C/[C@H]1C([C@H]1C(=O)O[C@H](C1=CC(=CC=C1)OC1=CC=CC=C1)C#N)(C)C)\C(F)(F)F |o1:3,5| (R)-cyano(3-phenoxyphenyl)methyl (1S,3S)-rel-3-[(1Z)-2-chloro-3,3,3-trifluoro-1-propenyl]-2,2-dimethylcyclopropanecarboxylate